(4-bromo-1H-indol-6-yl)methanol BrC1=C2C=CNC2=CC(=C1)CO